2-phenethyl-2H-pyrazolo[4,3-b]pyridine-5-carboxylate C(CC1=CC=CC=C1)N1N=C2C(N=C(C=C2)C(=O)[O-])=C1